THROMBOXAN CCCCCCC[C@H]1CCCO[C@@H]1CCCCCCCC